2-(3-fluorophenyl)-6-(4-methylphenyl)-3-oxo-2,3-dihydropyridazine-4-carboxylic acid methyl ester COC(=O)C=1C(N(N=C(C1)C1=CC=C(C=C1)C)C1=CC(=CC=C1)F)=O